C(C(C)C)(=O)OCC(C)C Iso-Butyl Isobutyrate